(5S)-5-[4-Methyl-3-[3-(trifluoromethyl)phenoxy]phenyl]-3-(triazol-2-yl)-4,5-dihydroisoxazole CC1=C(C=C(C=C1)[C@@H]1CC(=NO1)N1N=CC=N1)OC1=CC(=CC=C1)C(F)(F)F